tert-butyl 4-{4-[6-(2-ethyl-6-fluoro-3-{[(3R)-3-fluoropyrrolidin-1-ylsulfonyl]amino}phenoxy)-4-oxoquinazolin-3-yl]phenyl}piperazine-1-carboxylate C(C)C1=C(OC=2C=C3C(N(C=NC3=CC2)C2=CC=C(C=C2)N2CCN(CC2)C(=O)OC(C)(C)C)=O)C(=CC=C1NS(=O)(=O)N1C[C@@H](CC1)F)F